6-bromo-1-(4-methoxyphenyl)-1H-1,3-benzodiazol BrC=1C=CC2=C(N(C=N2)C2=CC=C(C=C2)OC)C1